N-(1-(4-fluorophenyl)-6-(3-(2-hydroxyethoxy)-1H-pyrazol-1-yl)-1H-pyrazolo[3,4-d]pyrimidin-4-yl)-5-nitrothiophene-2-carboxamide FC1=CC=C(C=C1)N1N=CC=2C1=NC(=NC2NC(=O)C=2SC(=CC2)[N+](=O)[O-])N2N=C(C=C2)OCCO